BrC1=C(C=CC2=NC3=CC=CC=C3C=C2)C=CC=C1 2-(2-bromostyryl)quinoline